2-hydroxy-6-((4-(2-(hydroxymethyl)benzoyl)thiomorpholin-3-yl)methoxy)benzaldehyde OC1=C(C=O)C(=CC=C1)OCC1N(CCSC1)C(C1=C(C=CC=C1)CO)=O